2-(4-methyl-oxazol-2-yl)-1H-pyrrole CC=1N=C(OC1)C=1NC=CC1